1-ethyl-1-methylurea C(C)N(C(=O)N)C